ClC1=CC2=C(N(C(N=C2N2[C@H](CN(CC2)C(=O)OC(C)(C)C)C)=O)C=2C(=NC=CC2C)C(C)C)N=C1C1=C(C(=CC=2C=COC21)F)F tert-butyl (3S)-4-(6-chloro-7-(5,6-difluorobenzofuran-7-yl)-1-(M)-(2-isopropyl-4-methylpyridin-3-yl)-2-oxo-1,2-dihydropyrido[2,3-d]pyrimidin-4-yl)-3-methylpiperazine-1-carboxylate